NC(C(=O)O)CC1=NN=C2N1C=CC=C2C2=C(C=C(C=C2)C#N)OC=2N(N=C(C2)C2CC2)C 2-amino-3-[8-[4-cyano-2-(5-cyclopropyl-2-methylpyrazol-3-yl)oxyphenyl]-[1,2,4]triazolo[4,3-a]pyridin-3-yl]propanoic acid